5-((2-(4-((5-Chlorobenzo[d]isoxazol-3-yl)amino)butoxy)ethyl)amino)benzo[c][2,6]naphthyridine-8-carboxamide ClC=1C=CC2=C(C(=NO2)NCCCCOCCNC2=NC3=C(C4=CN=CC=C24)C=CC(=C3)C(=O)N)C1